((1R,3s,5S)-8-azabicyclo[3.2.1]oct-3-yl)-N-methyl-4-(2-(1-methyl-1H-pyrazolo[3,4-d]pyrimidin-3-yl)cyclopropyl)benzamide [C@H]12CC(C[C@H](CC1)N2)C2=C(C(=O)NC)C=CC(=C2)C2C(C2)C2=NN(C1=NC=NC=C12)C